7-{4-[(cyanomethyl)amino]pyridin-2-yl}pyrrolo[1,2-b]pyridazine-3-carbonitrile C(#N)CNC1=CC(=NC=C1)C1=CC=C2N1N=CC(=C2)C#N